2-(dimethylamino)ethyl 2-[(4-amino-3,5-dichloro-6-fluoro-2-pyridinyl)oxy]acetate NC1=C(C(=NC(=C1Cl)F)OCC(=O)OCCN(C)C)Cl